CC1(CCN(CC1)C1=C(N)C=CC=C1C)C 2-(4,4-dimethylpiperidin-1-yl)-3-methylaniline